[I-].C[N+]1=CN(C=C1)C1=NC=C(C=C1)[N+](=O)[O-] 3-methyl-1-(5-nitropyridin-2-yl)-1H-imidazol-3-ium iodide